acrylic acid, lithium salt [Li+].C(C=C)(=O)[O-]